3-((5-(5-(difluoromethyl)-1,3,4-oxadiazole-2-yl)pyridine-2-yl)methyl)-6-(1-(1-(2,2,2-trifluoroethyl)piperidine-4-yl)-1H-pyrazole-4-yl)benzo[d]thiazole-2(3H)-one FC(C1=NN=C(O1)C=1C=CC(=NC1)CN1C(SC2=C1C=CC(=C2)C=2C=NN(C2)C2CCN(CC2)CC(F)(F)F)=O)F